FCC1OC2(CCC2)CNC1 6-(fluoromethyl)-5-oxa-8-azaspiro[3.5]nonane